ethyl-[(2-hydroxy-1,1-dimethyl-ethyl) amino] pyrimidine-5-carboxylate N1=CN=CC(=C1)C(=O)ON(C(CO)(C)C)CC